C(C)(C)(C)OC(=O)N1N=C(C(=C1C)C1=CC=C2C(=NN(C2=C1)C)C=1C(=NC(=CC1)OCC1=CC=CC=C1)OCC1=CC=CC=C1)C.C1=C(C=CC=2C3=CC=CC=C3C3(C4=CC=CC=C4C4=CC=CC=C43)C12)N(C1=CC=CC=C1)C=1C=C(C=CC1)C1=CC=C(C=C1)N(C1=CC=2C4(C3=CC=CC=C3C2C=C1)C1=CC=CC=C1C1=CC=CC=C14)C1=CC=CC=C1 3,4'-bis[N-(spiro-9,9'-bifluorene-2-yl)-N-phenylamino]biphenyl tert-butyl-4-[3-(2,6-dibenzyloxy-3-pyridyl)-1-methyl-indazol-6-yl]-3,5-dimethyl-pyrazole-1-carboxylate